pentyl-3-(2-carbamoylethyl)-indole-6-carboxylic acid C(CCCC)C=1NC2=CC(=CC=C2C1CCC(N)=O)C(=O)O